FC1=CC=C(CN2C=C(C3=CC(=CC=C23)C#N)C=O)C=C1 1-(4-fluorobenzyl)-5-cyano-1H-indole-3-carbaldehyde